CNC=1N=C(C(=NC1C=1C2=C(C=NC1)N(C=N2)C)C(=O)O)NC2=CC=C(C=C2)C2(CC2)S(=O)(=O)C 5-(methylamino)-6-(3-methylimidazo[4,5-c]pyridin-7-yl)-3-[4-(1-methylsulfonyl-cyclopropyl)anilino]pyrazine-2-carboxylic acid